NC1=NC=CC(=C1)CCNC(=O)O[C@H]1[C@H](N(C[C@@H]1OC(=O)OC(C)(C)C)C(=O)OC(C)(C)C)CC1=CC=C(C=C1)OC tert-butyl (2R,3S,4S)-3-({[2-(2-aminopyridin-4-yl)ethyl]carbamoyl}oxy)-4-[(tert-butoxycarbonyl)oxy]-2-[(4-methoxyphenyl)methyl]pyrrolidine-1-carboxylate